N1(CCOCC1)C=1C=CC=2N(C1)N=CC2 6-(morpholin-4-yl)pyrazolo[1,5-a]pyridine